COC=1C=C(C(=O)OC)C=CC1OS(=O)(=O)C(F)(F)F methyl 3-methoxy-4-(((trifluoromethyl) sulfonyl)oxy)benzoate